(S)-N1-(7-bromo-5-methyl-4-oxo-2,3,4,5-tetrahydrobenzo[b][1,4]oxazepin-3-yl)-N2-phenethyloxalamide BrC1=CC2=C(OC[C@@H](C(N2C)=O)NC(C(=O)NCCC2=CC=CC=C2)=O)C=C1